OC=1C=C(C=C(C1O)OC)C=CC(CC(C=CC1=CC(=C(C(=C1)OC)O)O)=O)=O 1,7-Bis(3,4-dihydroxy-5-methoxyphenyl)-1,6-heptadiene-3,5-dione